NC=1C2=C(N(C(N1)=O)C1=C(C(=CC=C1)Cl)F)N=C(C=C2)C2CC2 4-amino-1-(3-chloro-2-fluorophenyl)-7-cyclopropylpyrido[2,3-d]pyrimidin-2-one